ClC1=CC=C(C=N1)NC1=NC=CC2=CC(=CC=C12)OCC=1OC=CN1 N-(6-chloropyridin-3-yl)-6-(oxazol-2-ylmethoxy)isoquinolin-1-amine